FC=1C=C(CN2CC(N(C(C2)=O)C2CC3(C2)CCN(CC3)C(=O)OC(C)(C)C)C3=C(C=CC=C3)C(C)C)C=CC1F tert-butyl 2-(4-(3,4-difluorobenzyl)-2-(2-isopropylphenyl)-6-oxopiperazin-1-yl)-7-azaspiro[3.5]nonane-7-carboxylate